3-{[(tert-butoxy)carbonyl]amino}-3-[3-(trifluoromethoxy)phenyl]propanoic acid C(C)(C)(C)OC(=O)NC(CC(=O)O)C1=CC(=CC=C1)OC(F)(F)F